C1(CC1)C=1NC(=NN1)C1CC2(CN(C2)C(=O)N2CCC(CC2)COC=2C=NC(=CC2)C(F)(F)F)C1 [6-(5-cyclopropyl-4H-1,2,4-triazol-3-yl)-2-azaspiro[3.3]heptan-2-yl]-[4-[[6-(trifluoromethyl)-3-pyridyl]oxymethyl]piperidino]methanone